Cl.C(C(=C)C)(=O)OCCN(C)C dimethylaminoethyl methacrylate hydrochloric acid salt